ClC1=C(C=CC(=C1)F)C#N 2-chloro-4-fluorobenzene-1-carbonitrile